[Cl-].C(C1=CC=CC=C1)[N+](CCCC)(CCCC)CCCC Benzyl-TriButyl-Ammonium Chloride